FC=CF 1,2-Difluoroethen